FC(OC1=C(C=C(C(=N1)OC)NS(=O)(=O)C1=CNC2=NC(=CC=C21)C(F)F)F)F N-[6-(difluoromethoxy)-5-fluoro-2-methoxypyridin-3-yl]-6-(difluoromethyl)-1H-pyrrolo[2,3-b]pyridine-3-sulfonamide